CC(C(=O)[O-])(CCCCCC=O)NC1=C(C=CC=C1)C(NC1=NC=C(C=C1)C)=O methyl-((2-((5-methylpyridin-2-yl) carbamoyl) phenyl) amino)-8-oxooctanoate